tri-n-butylbenzylammonium chloride salt [Cl-].C(CCC)[N+](CC1=CC=CC=C1)(CCCC)CCCC